tert-Butyl 3-(3-(4-((8-aminooctyl)oxy)phenyl)-2-oxoimidazolidin-1-yl)-2,6-dioxopiperidine-1-carboxylate NCCCCCCCCOC1=CC=C(C=C1)N1C(N(CC1)C1C(N(C(CC1)=O)C(=O)OC(C)(C)C)=O)=O